2-methylpropane-1-one CC(C=O)C